ClCCCC1CO1 1,2-epoxy-5-chloropentane